5'-[1-(2-Methanesulfonyl-phenyl)-1H-pyrazol-4-yl]-6-methoxy-1'-methyl-1'H-[3,4']bipyridinyl-2'-one CS(=O)(=O)C1=C(C=CC=C1)N1N=CC(=C1)C=1C(=CC(N(C1)C)=O)C=1C=NC(=CC1)OC